1,3-dimethyl-thioxane CS1OC(CCC1)C